1-benzyl-4-oxo-1,4-dihydroquinoline C(C1=CC=CC=C1)N1C=CC(C2=CC=CC=C12)=O